F[C@H]1CN(CC1)S(=O)(=O)NC1=C(C(=C(C=C1)F)C(=O)C1=CNC2=NC=C(C=C21)C2=CC=C(C=C2)N2CCC(CC2)C=O)OC (3R)-3-fluoro-N-(4-fluoro-3-{5-[4-(4-formylpiperidin-1-yl)phenyl]-1H-pyrrolo[2,3-b]pyridine-3-carbonyl}-2-methoxyphenyl)pyrrolidine-1-sulfonamide